2-(5-(morpholine-4-carbonyl)furan-2-yl)-2-oxoacetaldehyde N1(CCOCC1)C(=O)C1=CC=C(O1)C(C=O)=O